trifluoro-acetaldehyde FC(C=O)(F)F